BrC=1C=C(C=2N(C1)C=NN2)NC(OC(C)(C)C)=O tert-butyl (6-bromo-[1,2,4]triazolo[4,3-a]pyridin-8-yl)carbamate